(E)-4-(trifluoromethyl)benzaldehyde O-(1-methyl-3-(trifluoromethyl)-1H-pyrazole-4-carbonyl) oxime CN1N=C(C(=C1)C(=O)O\N=C\C1=CC=C(C=C1)C(F)(F)F)C(F)(F)F